nicotinic acid 4-cyanophenyl ester C(#N)C1=CC=C(C=C1)OC(C1=CN=CC=C1)=O